I[Si] iodosilicon